C(C)(C)(C)NS(=O)(=O)C1=CC(=CC=C1)C1=CSC2=C1N=C(N=C2)NC2=CC(=CC=C2)N2CCOCC2 N-tert-butyl-3-(2-(3-morpholinophenylamino)thieno[3,2-d]pyrimidin-7-yl)benzenesulfonamide